4-(7-chloro-[1,2,4]triazolo[1,5-a]pyridin-6-yl)piperidin ClC1=CC=2N(C=C1C1CCNCC1)N=CN2